fluoro-2-(1-fluoroethyl)benzaldehyde FC=1C(=C(C=O)C=CC1)C(C)F